BrC=1SC(=NN1)N 2-bromo-5-amino-1,3,4-thiadiazole